N-decylpiperidinium methanesulfonate CS(=O)(=O)[O-].C(CCCCCCCCC)[NH+]1CCCCC1